2-chloro-5-(((E)-2-((E)-3-(2,6-dimethylphenyl)-1-nitroallylidene)imidazolidin-1-yl)methyl)pyridine ClC1=NC=C(C=C1)CN1/C(/NCC1)=C(\C=C\C1=C(C=CC=C1C)C)/[N+](=O)[O-]